C(C)(C)(C)OC(C(C)NCC=1C=C2C(=CN(C2=CC1)C1=NOC(=N1)C=1C=NC(=C(C1)Cl)OC(C)C)Cl)=O (((3-chloro-1-(5-(5-chloro-6-isopropoxypyridin-3-yl)-1,2,4-oxadiazol-3-yl)-1H-indol-5-yl)methyl)amino)propanoic acid tert-butyl ester